N-methyl-4-nonadecylaniline CNC1=CC=C(C=C1)CCCCCCCCCCCCCCCCCCC